C(C1=CC=CC=C1)N(CC1=CC=CC=C1)CC1=CC=C(C=C1)I N,N-dibenzyl-1-(4-iodophenyl)methylamine